C1(CCCC1)N1C(N(C=2C1=C1C(=NC2)NC(=C1C=1C=C2C=NN(C2=CC1)C)C=1C=NC=CC1)C)=O 1-Cyclopentyl-3-methyl-8-(1-methyl-1H-indazol-5-yl)-7-(pyridin-3-yl)-3,6-dihydroimidazo[4,5-d]pyrrolo[2,3-b]pyridin-2(1H)-one